Glutamic acid diacetic acid tetrasodium salt [Na+].[Na+].[Na+].[Na+].C(CN([C@@H](CCC(=O)[O-])C(=O)[O-])CC(=O)[O-])(=O)[O-]